2,3,3-trifluoroacrylic acid FC(C(=O)O)=C(F)F